CC1=CC(=C(C=C1)C)OCC2=CC=CC=C2/C(=N\\OC)/C(=O)NC The molecule is a monocarboxylic acid amide obtained by formal condensation of the carboxy group of (2E)-{2-[(2,5-dimethylphenoxy)methyl]phenyl}(methoxyimino)acetic acid with the amino group of methylamine. A fungicide used for disease control in cereals, vegetables and turf. It has a role as a mitochondrial cytochrome-bc1 complex inhibitor and an antifungal agrochemical. It is an oxime O-ether, an aromatic ether, a monocarboxylic acid amide, an amide fungicide and a methoxyiminoacetamide strobilurin antifungal agent.